6-(imidazo[1,2-a]pyridine-3-carbonyl)-N-(3-(piperidin-1-ylmethyl)-5-(trifluoromethyl)phenyl)-4,5,6,7-tetrahydrothieno[2,3-c]pyridine-3-carboxamide N=1C=C(N2C1C=CC=C2)C(=O)N2CC1=C(CC2)C(=CS1)C(=O)NC1=CC(=CC(=C1)C(F)(F)F)CN1CCCCC1